CC12N(CCC3=C1NC1=CC=CC=C31)C(N(C2=O)C=2C=C(C(=O)NCC3=CC=C(C=C3)C)C=CC2)=O 3-(11b-methyl-1,3-dioxo-5,6,11,11b-tetrahydro-1H-imidazo[1',5':1,2]pyrido[3,4-b]indol-2(3H)-yl)-N-(4-methylbenzyl)benzamide